N[C@H](C(=O)OCC1=CC=CC=C1)[C@H](CC1OCCCO1)O Benzyl (2S,3S)-2-amino-4-(1,3-dioxan-2-yl)-3-hydroxybutanoate